C(CCC)C=1SC=CC1 2-Butylthiophene